(R)-2-(5-(5-(trifluoromethyl)pyrimidin-2-yl)-1,4,5,6-tetrahydropyrrolo[3,4-d]imidazol-4-yl)benzo[d]oxazole FC(C=1C=NC(=NC1)N1CC=2NC=NC2[C@@H]1C=1OC2=C(N1)C=CC=C2)(F)F